ClC=1C(=NC=C(C1)Cl)C1=NNC=C1 3,5-dichloropyridylpyrazole